(1R,5S,6r)-6-(6-(tert-butyl)pyridin-2-yl)-3-azabicyclo[3.1.0]hexane-3-carboxylic acid tert-butyl ester C(C)(C)(C)OC(=O)N1C[C@H]2C([C@H]2C1)C1=NC(=CC=C1)C(C)(C)C